6-chloro-7-iodo-4-(trifluoromethyl)-2,3-dihydro-1-benzofuran ClC1=C(C2=C(CCO2)C(=C1)C(F)(F)F)I